6-chloro-N-(2-chlorobenzoyl)-N-[(4-methoxyphenyl)methyl]-2-(methylsulfanyl)pyrimidine-4-carboxamide ClC1=CC(=NC(=N1)SC)C(=O)N(CC1=CC=C(C=C1)OC)C(C1=C(C=CC=C1)Cl)=O